7-chloro-[1,2]thiazolo[4,5-b]pyridine ClC1=C2C(=NC=C1)C=NS2